dimethyl-(1H-pyrazol-3-yloxymethyl)-[1-(trifluoromethyl)cyclopropyl]silane C[Si](C1(CC1)C(F)(F)F)(COC1=NNC=C1)C